N-[(dimethylamino)-1H-1,2,3-triazolo-[4,5-b]Pyridin-1-ylmethylene]-N-methyl-methylaminium hexafluorophosphate F[P-](F)(F)(F)(F)F.CN(C)C(=[N+](C)C)N1N=NC2=NC=CC=C21